S(=O)(=O)([O-])[O-].[Fe+2].[B+3] boron-iron sulfate